(2-(3-chloro-4-(methoxymethoxy)-5-methylphenyl)pyrimidin-5-yl)methanol ClC=1C=C(C=C(C1OCOC)C)C1=NC=C(C=N1)CO